[Si](C)(C)(C(C)(C)C)OCC1=CC=C(C=C1)N(C1=C(C(C(=O)OC)=CC=C1)C(=O)OC)C Dimethyl 3-((4-(((tert-butyldimethylsilyl)oxy)methyl)phenyl)(methyl)amino)phthalate